C(C)(C)(C)OC(=O)N1CCN(CC1)CC(N(C)C)=O 4-[(dimethylcarbamoyl)methyl]Piperazine-1-carboxylic acid tert-butyl ester